ClC=1C=NC=CC1I 3-chloro-4-iodopyridin